C1(CCCCC1)=O (2E,6E)-cyclohexanone